1-(2,4-dimethylphenyl)-2-phenylethane CC1=C(C=CC(=C1)C)CCC1=CC=CC=C1